1-chloro-6-methoxy-3,4-dihydro-2-naphthaldehyde ClC1=C(CCC2=CC(=CC=C12)OC)C=O